CC(=CCCC1=CCC(CC1)C=O)C 4-(4-methylpent-3-enyl)cyclohex-3-en-1-carbaldehyde